ethyl 4'-(2-(3-(3-amino-6-(2-hydroxyphenyl)pyridazin-4-yl)-3,8-diazabicyclo[3.2.1]octan-8-yl)pyrimidin-5-yl)-2,3,4,5-tetrahydro-[1,1'-biphenyl]-4-carboxylate NC=1N=NC(=CC1N1CC2CCC(C1)N2C2=NC=C(C=N2)C2=CC=C(C=C2)C=2CCC(CC2)C(=O)OCC)C2=C(C=CC=C2)O